FC1(CCC(CC1)C1=NC=CC(=C1C1=C(C(=O)N)C=C(C(=N1)F)F)C1=NC=CC=C1F)F (2'-(4,4-difluorocyclohexyl)-3-fluoro-[2,4'-bipyridin]-3'-yl)-5,6-difluoronicotinamide